C1(=CC=C(C=C1)C1CN(C1)C=1C=C2C(=CC=NC2=CC1)C(=O)O)C 6-(3-(p-tolyl)azetidin-1-yl)quinoline-4-carboxylic acid